6-(benzyloxy)-4-chloro-2-methyl-8,9-dihydrofuro[2,3-h]Quinazoline C(C1=CC=CC=C1)OC=1C=C2C(=NC(=NC2=C2C1OCC2)C)Cl